C(C1=CC=CC=C1)(=O)C1C2=C(SC1(C)CC1=COC3=C(C=CC=C3C1=O)C(C)(C)C)C=CC=C2 3-((3-benzoyl-2-methyl-2,3-dihydrobenzo[b]thiophen-2-yl)methyl)-8-(tert-butyl)-4H-chromen-4-one